FC1=C(C(=O)NNC(=O)C2CN(CCC2)C(=O)OC(C)(C)C)C=CC=C1 tert-butyl 3-(2-(2-fluorobenzoyl)hydrazine-1-carbonyl)piperidine-1-carboxylate